N1N=CC(=C1)CNC(=O)NC1=CC=C(C=C1)S(=O)(=O)C1=C(C=CC=C1)C1=CC=C(C=C1)C#N 1-((1H-Pyrazol-4-yl)methyl)-3-(4-((4'-cyano-[1,1'-biphenyl]-2-yl)sulfonyl)phenyl)urea